C(#N)C=1C(=NC(=C(C1CC)C#N)N1CCN(CC1)S(=O)(=O)C1=CC=CC=C1)SC(C(=O)N)C1=CC=CC=C1 2-((3,5-dicyano-4-ethyl-6-(4-(phenylsulfonyl)piperazin-1-yl)pyridin-2-yl)sulfanyl)-2-phenylacetamide